CC1=C(SC2=C(N=C(C=C21)C=2C=NC(=NC2)N)N2CCOCC2)CN2CCN(CC2)S(=O)(=O)C 5-[3-methyl-2-[(4-methylsulfonylpiperazin-1-yl)methyl]-7-morpholino-thieno[2,3-c]Pyridin-5-yl]Pyrimidine-2-amine